C1(CC1)C1=C2CCN(C(C2=CC(=C1)CN1C(=NC=C1)NC)=O)[C@@H](C)C1=NC=C(C(=C1)OCC)F (S)-5-cyclopropyl-2-(1-(4-ethoxy-5-fluoropyridin-2-yl)ethyl)-7-((2-(methylamino)-1H-imidazol-1-yl)methyl)-3,4-dihydroisoquinolin-1(2H)-one